FC=1C(=NC(=NC1)NC1CCN(CC1)S(=O)(=O)C)C1=CN=C2N1C=C(C=C2)C2=CC=CC=C2 5-fluoro-N-(1-(methylsulfonyl)piperidin-4-yl)-4-(6-phenylimidazo[1,2-a]pyridin-3-yl)pyrimidin-2-amine